COCCOC=1C=CC=C2C=CC(=CC12)C=1SC=C(N1)CC(=O)NCC(=O)OCC Ethyl (2-(2-(8-(2-Methoxyethoxy)Naphthalen-2-yl)Thiazol-4-yl)Acetyl)Glycinate